COC=1C=CC=C2C3=C(NC12)CN(CC3)CC3(CCCCC3)O ((8-methoxy-1,3,4,9-tetrahydro-2H-pyrido[3,4-B]indol-2-yl)methyl)cyclohexane-1-ol